FC(C=1C=C(C=C(C1)C(F)(F)F)OC=1C=C2C(C(=CN(C2=CC1)O)C(=O)OCC)=O)(F)F ethyl 6-(((3,5-bis(trifluoromethyl) phenyl)) oxy)-1-hydroxy-4-oxo-1,4-dihydroquinoline-3-carboxylate